(3-(benzyloxyoxy)phenyl)(cyclopropyl)methanone C(C1=CC=CC=C1)OOC=1C=C(C=CC1)C(=O)C1CC1